CN1CCN(CC1)C1=CC=C(C=N1)CNC=1N=CC2=C(N1)NC=C2C2=CC=1C=NC=CC1S2 N-((6-(4-methylpiperazin-1-yl)pyridin-3-yl)methyl)-5-(thieno[3,2-c]pyridin-2-yl)-7H-pyrrolo[2,3-d]pyrimidin-2-amine